N-(4-(3,4-difluorophenyl)-5-(1H-imidazol-4-yl)thiazol-2-yl)-5-((2-hydroxy-3-methoxybenzyl)amino)-3-methylpyridine-2-sulfonamide FC=1C=C(C=CC1F)C=1N=C(SC1C=1N=CNC1)NS(=O)(=O)C1=NC=C(C=C1C)NCC1=C(C(=CC=C1)OC)O